N-(7-(aminomethyl)-3-fluoro-4-methyl-8-oxo-5,6,7,8-tetrahydronaphthalen-1-yl)acetamide dibenzyl-N,N-diisopropylphosphoramidite C(C1=CC=CC=C1)OP(OCC1=CC=CC=C1)N(C(C)C)C(C)C.NCC1CCC=2C(=C(C=C(C2C1=O)NC(C)=O)F)C